C(C)N(C(CC1=C(N=C2N1C=CC(=C2)C)C2=CC(=C(C=C2)Cl)Cl)=O)CC=2C=NC=CC2 N-ethyl-N-(3-pyridylmethyl)-2-[2-(3,4-dichlorophenyl)-7-methyl-imidazo[1,2-a]pyridin-3-yl]-acetamide